methyltetrahydrophthalic anhydrid CC12C(=O)OC(C1CCC=C2)=O